C1(CC1)OC1=C(C(=C(C(=C1F)F)F)F)S(=O)(=O)NC1=CC=CC=C1 Cyclopropoxy-3,4,5,6-tetrafluoro-N-phenylbenzenesulfonamide